(S)-2-[6-Chloro-2-[(S)-2-methylmorpholine-4-carbonyl]-1,2,3,4-tetrahydroisoquinolin-8-yl]pyrrolidine-1-carboxylate ClC=1C=C2CCN(CC2=C(C1)[C@H]1N(CCC1)C(=O)[O-])C(=O)N1C[C@@H](OCC1)C